(2S,3S,4S,5R)-3,4,5,6-tetrahydroxytetrahydropyran-2-carboxylic acid allyl ester C(C=C)OC(=O)[C@H]1OC([C@@H]([C@H]([C@@H]1O)O)O)O